N1=C(C=CC=2CCCNC12)CCCCC(=O)OCC ethyl 5-(5,6,7,8-tetrahydro-1,8-naphthyridin-2-yl)pentanoate